3-(3,6-dihydro-2H-pyran-4-yl)-7-methyl-6-(4-(4,4,5,5-tetramethyl-1,3,2-dioxaborolan-2-yl)benzyl)imidazo[1,5-a]Pyrazin-8(7H)-one O1CCC(=CC1)C1=NC=C2N1C=C(N(C2=O)C)CC2=CC=C(C=C2)B2OC(C(O2)(C)C)(C)C